ClC1=C(C=2C(=C3C(=NC2C=C1)C1=CC2=C(C(N1C3)=O)COC([C@]2(O)CC)=O)CNC(C[C@H](C)O)=O)F (S)-N-(((S)-9-chloro-4-ethyl-10-fluoro-4-hydroxy-3,14-dioxo-3,4,12,14-tetrahydro-1H-pyrano[3',4':6,7]indolizino[1,2-b]quinolin-11-yl)methyl)-3-hydroxybutanamide